6-bromo-5-(trifluoromethyl)pyridine-2-carboxylic acid methyl ester COC(=O)C1=NC(=C(C=C1)C(F)(F)F)Br